3-{2-[5-(1,3-dioxo-1,3-dihydro-2H-isoindol-2-yl)-1,3-dioxan-2-yl]cyclopropyl}-4-(trifluoromethyl)benzoic acid methyl ester COC(C1=CC(=C(C=C1)C(F)(F)F)C1C(C1)C1OCC(CO1)N1C(C2=CC=CC=C2C1=O)=O)=O